5,5-difluoropiperidine-1,3-dicarboxylic acid FC1(CC(CN(C1)C(=O)O)C(=O)O)F